NC1=C(N=CC2=C(C(=CC=C12)F)C1=NC=CN=C1OC)C(=O)NCCC 4-amino-7-fluoro-8-(3-methoxypyrazin-2-yl)-N-propylisoquinoline-3-carboxamide